FC1=CC=C2C(=CNC(C2=C1F)=O)C(C)N(C(=O)C1N(C2=CC=CC=C2C1(C)C)C(=O)OC(C)(C)C)C tert-Butyl 2-((1-(7,8-difluoro-1-oxo-1,2-dihydroisoquinolin-4-yl)ethyl)(methyl)carbamoyl)-3,3-dimethylindoline-1-carboxylate